N1N=CC2=CN=CC=C12 5-AZAINDAZOL